C1(CCCC1)C1C(N(CCCC1)C)(C)C1CCCC1 dicyclopentyl-dimethylazepane